Cl.ClC=1C(=C(C=CC1Cl)N1C(NC2=C(C(=CC=3C2=C1N=CN3)OC)OC3CCNCC3)=O)F 3-(3,4-dichloro-2-fluorophenyl)-8-methoxy-9-(piperidin-4-yloxy)-1H-Pyrimido[4,5,6-de]quinazolin-2(3H)-one hydrochloride